CN(CCN1CCN(CC1)C1=NC2=CC=C(C=C2C(=N1)NCC1=C(C=CC=C1)F)C=1C(=NOC1C)C)C (4-(2-(dimethylamino)ethyl)piperazine-1-yl)-6-(3,5-dimethylisoxazol-4-Yl)-N-(2-fluorobenzyl)quinazolin-4-amine